NC1(CN(CC1)C(=O)OC(C)(C)C)C1=C(C(=CC=C1F)Cl)Cl tertbutyl 3-amino-3-(2,3-dichloro-6-fluorophenyl)pyrrolidine-1-carboxylate